C(=O)[O-].C(=O)O.C(=O)[O-].[Mg+2] magnesium tri-formate